BrC1=C(N)C(=C(C(=C1Br)Br)Br)Br 2,3,4,5,6-pentabromoaniline